C(CCCCCCC\C=C/C\C=C/CCCCC)(=O)OCC(COC(CCC(OCCCCCCCC)OCCCCCCCC)=O)COC(NC1CN(C1)CCCF)=O 3-((4,4-bis(octyloxy)butanoyl)oxy)-2-((((1-(3-fluoropropyl)azetidin-3-yl)-carbamoyl)oxy)methyl)propyl (9Z,12Z)-octadeca-9,12-dienoate